(2,3-dimethoxy-3-methylindol-1-yl)(o-tolyl)methanone COC1N(C2=CC=CC=C2C1(C)OC)C(=O)C1=C(C=CC=C1)C